[Hf].CC1=C(C(=C(C1(CC1(C(=CC=2C1=CC=1CCCCC1C2)C)CCCCC)C)C)C)C Pentamethylcyclopentadienyl-dimethyl-(1-pentyl-5,6,7,8-tetrahydro-1H-cyclopenta[b]naphthalene) hafnium